C([2H])([2H])([2H])NC([2H])([2H])[2H] bis(methyl-d3)amine